1-(2-hydroxyethyl)-2-octadecyl-4,5-dihydroimidazole OCCN1C(=NCC1)CCCCCCCCCCCCCCCCCC